N-[3,7-difluoro-2-(4-formylcyclohexyl)-6-methoxy-indazol-5-yl]-6-(trifluoromethyl)pyridine-2-carboxamide FC=1N(N=C2C(=C(C(=CC12)NC(=O)C1=NC(=CC=C1)C(F)(F)F)OC)F)C1CCC(CC1)C=O